FC(S(=O)(=O)O)(F)F trifluoromethanesulphonic acid